C(#N)C=1C(=C(C(=O)N)C=CC1)C1=C2CN(CC2=CC(=C1)N(C)C)C#N cyano-2-(2-cyano-6-(dimethylamino)isoindolin-4-yl)benzamide